3-[4-Fluoro-3-methyl-2-oxo-5-(4-piperidyl)benzimidazol-1-yl]piperidine-2,6-dione FC1=C(C=CC=2N(C(N(C21)C)=O)C2C(NC(CC2)=O)=O)C2CCNCC2